N-(3-(hydroxymethyl)-2-oxopiperidin-3-yl)-2-methyl-5-(pyridin-2-ylmethoxy)benzofuran OCC1(C(NCCC1)=O)N1C(C=CC=C1)COC=1C=CC2=C(C=C(O2)C)C1